glycidylmethyl-acrylic acid C(C1CO1)C=C(C(=O)O)C